FC=1C=C2C(=C(NC2=CC1F)C1=CC=C(C=C1)F)C1=NN=C(O1)N[C@@H]1C(NC[C@H]1O)=O (3S,4R)-3-({5-[5,6-difluoro-2-(4-fluorophenyl)-1H-indol-3-yl]-1,3,4-oxadiazol-2-yl}amino)-4-hydroxypyrrolidin-2-one